dimethylamino-1-neopentylpyridinium chloride [Cl-].CN(C)C1=[N+](C=CC=C1)CC(C)(C)C